CC(C)CC(CCC)C 2,4,6-Trimethylhexane